FC1=CC=C(C=C1)N1N=CC2=CC(=C(C=C12)C)C1(CCN(CC1)S(=O)(=O)C=1C=NN(C1)CCC)C(=O)O 4-(1-(4-fluorophenyl)-6-methyl-1H-indazol-5-yl)-1-((1-propyl-1H-pyrazol-4-yl)sulfonyl)piperidine-4-carboxylic acid